2-(2-isopropylphenyl)-8-(4-(1-methyl-4-(trifluoromethyl)-1H-imidazol-2-yl)benzyl)-[1,2,4]triazolo[1,5-b]pyridazine C(C)(C)C1=C(C=CC=C1)C1=NN2N=CC=C(C2=N1)CC1=CC=C(C=C1)C=1N(C=C(N1)C(F)(F)F)C